C(=O)(O)CCCN(C[C@@H]1[C@H]([C@H]([C@@H](O1)N1C=NC=2C(N)=NC=NC12)O)O)C 5'-[(3-carboxypropyl)methylamino]-5'-deoxyadenosine